ClC1=C(C#N)C=CC(=C1)N1CC2(CC1C)CCN(CC2)C2=CC=C(C=C2)C(=O)N2CCN(CC2)C2CN(C2)C=2C=C1C(N(C(C1=CC2F)=O)C2C(NC(CC2)=O)=O)=O 2-chloro-4-(8-(4-(4-(1-(2-(2,6-dioxopiperidin-3-yl)-6-fluoro-1,3-dioxoisoindolin-5-yl)azetidin-3-yl)piperazine-1-carbonyl)phenyl)-3-methyl-2,8-diazaspiro[4.5]decan-2-yl)benzonitrile